1-(6-(dimethylamino)hexyl)-1H-pyrazol-4-amine CN(CCCCCCN1N=CC(=C1)N)C